tert-Butyl-(S,E)-2-((3-(7-(dimethylamino)-2-((dimethylcarbamoyl)oxy)-7-oxohept-5-enamido)-2-oxopyridin-1(2H)-yl)methyl)-5-fluoro-7-(trifluoromethyl)-1H-indol-1-carboxylat C(C)(C)(C)OC(=O)N1C(=CC2=CC(=CC(=C12)C(F)(F)F)F)CN1C(C(=CC=C1)NC([C@H](CC\C=C\C(=O)N(C)C)OC(N(C)C)=O)=O)=O